C1(CC1)C1=CC=C(C(=N1)N)OC 6-cyclopropyl-3-methoxypyridin-2-amine